C1(CC1)C1=NN(C(=C1)C(F)(F)F)CC(=O)N1C(CCC1)C1=C(C#N)C(=CC=C1)C 2-[1-[2-[3-Cyclopropyl-5-(trifluoromethyl)pyrazol-1-yl]acetyl]pyrrolidin-2-yl]-6-methyl-benzonitrile